1,1,3,3-tetrachloro-2-cyclopentyldisilazane Cl[SiH](N([SiH](Cl)Cl)C1CCCC1)Cl